C(C)OC=1C=C(C=CC1)NCC(O)C1=NNC(O1)=O 5-[2-(3-ethoxyphenylamino)-1-hydroxyethyl]-1,3,4-oxadiazol-2(3H)-one